ClC1=NC=C(C(=O)NC([2H])([2H])[2H])C(=C1)NC1=C(C(=CC=C1)C1=NC=CC=N1)OC 6-chloro-4-((2-methoxy-3-(pyrimidin-2-yl)phenyl)amino)-N-trideuteromethylnicotinamide